(2S,4S)-2-Methyl-1-methyl-sulfonylpiperidin-4-amine C[C@@H]1N(CC[C@@H](C1)N)S(=O)(=O)C